4-(6-(benzyloxy)-9-(6-methylpyridin-2-yl)-9H-purin-2-yl)morpholine C(C1=CC=CC=C1)OC1=C2N=CN(C2=NC(=N1)N1CCOCC1)C1=NC(=CC=C1)C